O=C[C@H](O)[C@@H](O)[C@H](O)[C@H](O)C(=O)[O-].C(C)[NH+](CC)CC triethylammonium D-glucuronate